4-(4-((4-(tert-butoxycarbonyl)piperazin-1-yl)methyl)phenylamino)-6-methyl-2-morpholinopyrimidine-5-carboxylic acid ethyl ester C(C)OC(=O)C=1C(=NC(=NC1C)N1CCOCC1)NC1=CC=C(C=C1)CN1CCN(CC1)C(=O)OC(C)(C)C